FC([C@@H]1[C@@H](C1)C(=O)NC=1N=CC2=C(N=CC(=C2C1)C#CC1=CC=C(C=C1)OCC(C)(C)O)NC)F (1R,2S)-2-(difluoromethyl)-N-(5-((4-(2-hydroxy-2-methylpropoxy)phenyl)ethynyl)-8-(methylamino)-2,7-naphthyridin-3-yl)cyclopropane-1-carboxamide